3-oxo-pentanoyl methacrylate C(C(=C)C)(=O)OC(CC(CC)=O)=O